OC=1C=C(C=CC1)N1N=C(C=2CCCC(C12)=O)C(F)(F)F 1-(3-hydroxyphenyl)-3-(trifluoromethyl)-5,6-dihydro-4H-indazol-7-one